N-(1-(pyrimidin-2-yl)ethyl)quinoline-6-carboxamide N1=C(N=CC=C1)C(C)NC(=O)C=1C=C2C=CC=NC2=CC1